FC1=C(CN2[C@@H](CCC2=O)CC(=O)N[C@H](C(SCC2=CC=C(C=C2)OC(F)(F)F)=O)C(C)C)C=CC=C1F S-(4-(Trifluoromethoxy)benzyl) (S)-2-(2-((S)-1-(2,3-difluorobenzyl)-5-oxopyrrolidin-2-yl)acetamido)-3-methylbutanethioate